CC1(OCC(O1)CC=1C=C(C=CC1)C(C(=O)OCC1=CC=CC=C1)(CCCC(CS(=O)(=O)CC(=O)OCC)(C)C)C)C benzyl 2-(3-((2,2-dimethyl-1,3-dioxolan-4-yl)methyl)phenyl)-7-((2-ethoxy-2-oxoethyl)sulfonyl)-2,6,6-trimethylheptanoate